N6-amino-7-deazaadenosine NNC=1C=2C=CN([C@H]3[C@H](O)[C@H](O)[C@@H](CO)O3)C2N=CN1